C(CC(=O)N[C@@H](CSS)C(=O)NCC(=O)O)[C@@H](C(=O)O)N The molecule is a Glu-Cys-Gly tripeptide derivative of glutathione distinguished by an additional sulfhydryl substituent on the S of Cys. It is a tripeptide, a L-cysteine derivative and a S-substituted glutathione. It derives from a glutathione. It is a conjugate acid of a S-sulfanylglutathionate(1-).